7-(4-(1-methyl-1H-1,2,3-triazol-4-yl)benzyl)furo[3,2-b]pyridine-5-carboxylic acid methyl ester COC(=O)C1=CC(=C2C(=N1)C=CO2)CC2=CC=C(C=C2)C=2N=NN(C2)C